O=C(C(=O)O)CCC(=O)O.O=C(C(=O)O)CCC(=O)O ketoglutaric acid ketoglutarate